ClC1=NC=2CCCCC2C=C1C(=O)NC(COC1=CC(=NC=C1)Cl)(C)C 2-chloro-N-(1-((2-chloropyridin-4-yl)oxy)-2-methylpropan-2-yl)-5,6,7,8-tetrahydroquinoline-3-carboxamide